2,2,2-trifluoroethyl 2-[1,2-dimethylpropyl-[[5-(trifluoromethyl)-2-pyridyl]methyl]amino]-2-oxo-acetate CC(C(C)C)N(C(C(=O)OCC(F)(F)F)=O)CC1=NC=C(C=C1)C(F)(F)F